C(=O)C=1C(=C(C(=O)OC)C=C(C1)OC)OC methyl 3-formyl-2,5-dimethoxybenzoate